FC1=C(C=CC(=C1)CC1CC(C1)OC)C=1C=C2C(=CC=NC2=CC1)NC=1C=CC2=C(N=CS2)C1 N-(6-(2-fluoro-4-(((1s,3r)-3-methoxycyclobutyl)methyl)phenyl)quinolin-4-yl)benzo[d]thiazol-5-amine